C(C)OC(=O)[C@@H]1CN(C[C@H]1COC)C(=O)OCC1=CC=CC=C1 Trans-4-(methoxymethyl)pyrrolidine-1,3-dicarboxylic acid 1-benzyl ester 3-ethyl ester